Ethoxy-1,3-dioxane-5-ol C(C)OC1OCC(CO1)O